Cl.Cl.C[C@H]1N(CCN(C1)C)C(C(=O)O)CC 2-((R)-2,4-dimethylpiperazin-1-yl)butyric acid dihydrochloride